N-cyclopentylcarboxamide C1(CCCC1)NC=O